COC1=C2C=CC(OC2=CC=C1C(=O)NC1=NN(C2=CC=CC=C12)CCC=1C=NC=CC1)(C)C 5-methoxy-2,2-dimethyl-N-(1-(2-(pyridin-3-yl)ethyl)-1H-indazol-3-yl)-2H-chromen-6-carboxamide